5-(((1,1'-biphenyl-4-yl)methyl)amino)-4-trifluoromethyl-pyridazin-3(2H)-one C1(=CC=C(C=C1)CNC1=C(C(NN=C1)=O)C(F)(F)F)C1=CC=CC=C1